1-((Z)-3-fluoro-4-((2-(3-((2-methoxy-4-(methylsulfonyl)phenyl)amino)prop-1-yn-1-yl)-3-(2,2,2-trifluoroethyl)benzo[b]thiophen-7-yl)amino)piperidin-1-yl)-3-methoxypropan-2-ol FC1CN(CCC1NC1=CC=CC2=C1SC(=C2CC(F)(F)F)C#CCNC2=C(C=C(C=C2)S(=O)(=O)C)OC)CC(COC)O